4-[6-(4-methoxyphenyl)-2,3-dihydro-1H-indol-1-yl]-2-methylquinazoline COC1=CC=C(C=C1)C1=CC=C2CCN(C2=C1)C1=NC(=NC2=CC=CC=C12)C